FC=1C=CC(=C2CCCC12)C=1CCCC2=C(C1C1=CC=C(C=C1)C=C1CN(C1)CCCF)C=CC(=C2)C(=O)O 8-(7-fluoro-2,3-dihydro-1H-inden-4-yl)-9-(4-((1-(3-fluoropropyl)azetidin-3-ylidene)methyl)phenyl)-6,7-dihydro-5H-benzo[7]annulene-3-carboxylic acid